S-(4-((2-((tert-butoxycarbonyl)amino)ethyl) carbamoyl)benzyl) ethanethioate C(C)(SCC1=CC=C(C=C1)C(NCCNC(=O)OC(C)(C)C)=O)=O